O=C1NC(CCC1N1C(C2=CC=C(C=C2C1)C1=NC=CC=C1)=O)=O 2-(2-(2,6-dioxopiperidin-3-yl)-1-oxoisoindolin-5-yl)pyridin